FC1=C(CN2[C@@H](CCC2=O)CC(=O)N([C@@H](C(C)C)C(=O)O)C)C=CC=C1F N-(2-((S)-1-(2,3-Difluorobenzyl)-5-oxopyrrolidin-2-yl)acetyl)-N-methyl-L-valine